C(\C=C/C(=O)O)(=O)O.CN1C(N(C=C1)C)C 1,2,3-trimethylimidazole maleate